tert-butyl (3S)-3-[4-(2,3,4-trichloro-6-hydroxyphenyl)piperidine-1-carbonyl]pyrrolidine-1-carboxylate ClC1=C(C(=CC(=C1Cl)Cl)O)C1CCN(CC1)C(=O)[C@@H]1CN(CC1)C(=O)OC(C)(C)C